(R)-4-((1-(3-(difluoromethyl)-2-fluorophenyl)ethyl)amino)-N,N,2-trimethyl-7-(4-methylpiperazin-1-yl)pyrido[2,3-d]pyrimidine-6-carboxamide FC(C=1C(=C(C=CC1)[C@@H](C)NC=1C2=C(N=C(N1)C)N=C(C(=C2)C(=O)N(C)C)N2CCN(CC2)C)F)F